N(=[N+]=[N-])C1=C(C=CC=C1)C1=CC=CC=C1 azidobiphenyl